C[C@@H]1[C@H](C2=NC=CC=C2OC2=C1C=CC=C2)CNC |o1:1,2| ((10R*,11S*)-10-methyl-10,11-dihydrobenzo[6,7]oxepino[3,2-b]pyridin-11-yl)-N-methylmethanamine